NC(=S)[O-] aminothioformate